N1(N=CC=C1)C=1C=C(C=CC1)C1=CNC2=C1N=C(N=C2C2=CC=NC=C2)N2CCOCC2 4-(7-(3-(1H-pyrazol-1-yl)phenyl)-4-(pyridin-4-yl)-5H-pyrrolo[3,2-d]pyrimidin-2-yl)morpholine